C(C1=CC=2OCOC2C=C1)C=1C2=C(C=CC1)OCO2 piperonyl-(1,2-methylenedioxybenzene)